butyl N-(6-aminohexyl)carbamate NCCCCCCNC(OCCCC)=O